methyl 4-amino-3-(trifluoromethoxy)benzoate NC1=C(C=C(C(=O)OC)C=C1)OC(F)(F)F